OCC1CN(CC(O1)(C)C)CC(=O)NC=1C=C(C(=NC1)C)NC(=O)C=1C=NN2C1SC(=C2)C=2C=NN(C2)C N-(5-(2-(6-(hydroxymethyl)-2,2-dimethylmorpholino)acetamido)-2-methylpyridin-3-yl)-2-(1-methyl-1H-pyrazol-4-yl)pyrazolo[5,1-b]thiazole-7-carboxamide